FC1=CC=C(C=C1)C1=NOC(=N1)CN1C(N(C(C1=O)C)C1=CC=C(C=C1)C)=O 3-{[3-(4-fluorophenyl)-1,2,4-oxadiazol-5-yl]methyl}-5-methyl-1-(4-methylphenyl)imidazolidine-2,4-dione